5-(3-hexyloxybenzoyl)amino-3-(1-(sec-butyl)-1,2,3,6-tetrahydropyridin-4-yl)-1H-indole C(CCCCC)OC=1C=C(C(=O)NC=2C=C3C(=CNC3=CC2)C=2CCN(CC2)C(C)CC)C=CC1